(E)-1-(4-(4-(4-(2-amino-4-(difluoromethyl)pyrimidin-5-yl)-6-morpholino-1,3,5-triazin-2-yl)piperazine-1-carbonyl)piperidin-1-yl)-4-(dimethylamino)but-2-en-1-one NC1=NC=C(C(=N1)C(F)F)C1=NC(=NC(=N1)N1CCOCC1)N1CCN(CC1)C(=O)C1CCN(CC1)C(\C=C\CN(C)C)=O